tert-butyl N-(2,3-dimethyl-4,5,6,7-tetrahydrobenzothiophen-6-yl)carbamate CC=1SC2=C(C1C)CCC(C2)NC(OC(C)(C)C)=O